4(S)-[4-(acetyloxy)phenyl]-3(R)-(3(R)-hydroxy-3-phenylpropyl)-1-(4-methoxyphenyl)-2-azetidinone C(C)(=O)OC1=CC=C(C=C1)[C@@H]1[C@H](C(N1C1=CC=C(C=C1)OC)=O)CC[C@H](C1=CC=CC=C1)O